O=C1N(CC2=CC(=CC=C12)C1CCN(CC1)C(=O)C=1NC2=CC(=CC=C2C1)C(F)(F)F)C1C(NC(CC1)=O)=O 3-(1-oxo-5-(1-(6-(trifluoromethyl)-1H-indole-2-carbonyl)piperidin-4-yl)isoindolin-2-yl)piperidine-2,6-dione